ClC=1C(=NN(C(C1Cl)=O)CC(=O)NC1=CC(=C(C=C1)C)S(=O)(=O)N1CCN(CCC1)C)NC 2-(4,5-dichloro-3-(methylamino)-6-oxopyridazin-1(6H)-yl)-N-(4-methyl-3-((4-methyl-1,4-diazepan-1-yl)sulfonyl)phenyl)acetamide